FC(C1=C(C(=CC=C1)C)N1CC(C1)C1=CC(=C(CN2CCC(CC2)C(=O)O)C(=C1)C)C)F (4-(1-(2-(difluoromethyl)-6-methylphenyl)azetidin-3-yl)-2,6-dimethyl-benzyl)piperidine-4-carboxylic acid